O=C1N(CCC(N1)=O)C=1C=C(C(=O)N2CCN(CC2)CC2CCN(CC2)CCNC(OC(C)(C)C)=O)C=CC1OC Tert-butyl (2-(4-((4-(3-(2,4-dioxotetrahydropyrimidin-1(2H)-yl)-4-methoxybenzoyl)piperazin-1-yl)methyl)piperidin-1-yl)ethyl)carbamate